ClC=1C(=C(C=CC1Cl)O)C1=CC=2N(C=C1)C=C(N2)C(CN2CCNCC2)O 3,4-Dichloro-2-(2-(1-hydroxy-2-(piperazin-1-yl)ethyl)imidazo[1,2-a]pyridin-7-yl)phenol